3-((3-exo)-3-((5-((5-methyl-1H-pyrazol-3-yl)amino)thiazolo[5,4-d]pyrimidin-7-yl)amino)-8-azabicyclo[3.2.1]oct-8-yl)propionitrile CC1=CC(=NN1)NC=1N=C(C2=C(N1)SC=N2)NC2CC1CCC(C2)N1CCC#N